C(C)(C)(C)OC(=O)NCC1=C(C[C@H]([C@@H](C)NC(OC(C)(C)C)=O)COC2=NC=C(C=C2Cl)S(N(C=2SC(=CN2)F)CC2=C(C=C(C=C2)OC)OC)(=O)=O)C=CC=C1 tert-butyl ((2R,3R)-3-(2-(((tert-butoxycarbonyl)amino)methyl)benzyl)-4-((3-chloro-5-(N-(2,4-dimethoxybenzyl)-N-(5-fluorothiazol-2-yl)sulfamoyl)pyridin-2-yl)oxy)butan-2-yl)carbamate